methyl 6-methyl-4-(trifluoromethyl)picolinate CC1=CC(=CC(=N1)C(=O)OC)C(F)(F)F